C[C@@H]1CN(CCN1C=1C=C(C=CC1)C)C(=O)C1=CC(=C(C=C1)SCC(=O)OCC)[N+](=O)[O-] Ethyl (R)-2-((4-(3-methyl-4-(m-tolyl)piperazine-1-carbonyl)-2-nitrophenyl)thio)acetate